ClC=1C=C2C(=NC1)N(CC21CC(C1)O)CC1=CC=C(C=C1)OC 5'-Chloro-1'-(4-methoxybenzyl)-1',2'-dihydrospiro[cyclobutane-1,3'-pyrrolo[2,3-b]pyridin]-3-ol